benzyl 4-oxo-2,3-dihydropyridine-1-carboxylate O=C1CCN(C=C1)C(=O)OCC1=CC=CC=C1